(S)-2-((4-((2-hydroxy-1-phenylethyl)amino)-5-(3-morpholino-1,2,4-oxadiazol-5-yl)pyridin-2-yl)amino)-7,7-dimethyl-6,7-dihydro-5H-pyrrolo[3,4-d]pyrimidin-5-one OC[C@H](C1=CC=CC=C1)NC1=CC(=NC=C1C1=NC(=NO1)N1CCOCC1)NC=1N=CC2=C(N1)C(NC2=O)(C)C